O=C1NC(CCC1N1C(C2=CC=C(C=C2C1=O)NCCCC1=CC(=C(C=C1)F)N1CCC(CC1)C1=CC=CC=C1)=O)=O 2-(2,6-dioxopiperidin-3-yl)-5-((3-(4-fluoro-3-(4-phenylpiperidin-1-yl)phenyl)propyl)amino)isoindoline-1,3-dione